C(C)OC(=O)C1=NNC(=C1)OC(C(=O)O)(C)C 2-((3-(ethoxycarbonyl)-1H-pyrazol-5-yl)oxy)-2-methylpropanoic acid